N2-(4-(dimethylamino)phenethyl)-N4-(2-(4-methylpiperazin-1-yl)ethyl)quinazoline-2,4-diamine CN(C1=CC=C(CCNC2=NC3=CC=CC=C3C(=N2)NCCN2CCN(CC2)C)C=C1)C